C(C1=CC=CC=C1)N1C[C@H](CC1)N1C(OC(C1)C)=O 3-[(3S)-1-benzyl-pyrrolidin-3-yl]-5-methyl-1,3-oxazolidin-2-one